(1R,3S)-3-{5-[(1-methyl-2,2-dioxo-1,3-dihydro-2λ6-benzo[2,1-c][1,2]thiazol-7-yl)amino]-2H-pyrazol-3-yl}cyclopentyl (prop-2-ylamino)methanoate CC(C)NC(=O)O[C@H]1C[C@H](CC1)C=1NN=C(C1)NC1=CC=CC2=C1N(S(C2)(=O)=O)C